N-(6-bromo-3,4-dihydroxy-9,10-dioxo-9,10-dihydroanthracene-2-yl)-4-methylbenzenesulfonamide BrC=1C=C2C(C=3C(=C(C(=CC3C(C2=CC1)=O)NS(=O)(=O)C1=CC=C(C=C1)C)O)O)=O